NC=1N=NC(=CC1N1CCN(CC1)CC(=O)O)C(N)=O 2-(4-(3-amino-6-carbamoylpyridazin-4-yl)piperazin-1-yl)acetic acid